1,3,5-tris(4-(4-hydroxyphenyl)cyclohexyl)benzene OC1=CC=C(C=C1)C1CCC(CC1)C1=CC(=CC(=C1)C1CCC(CC1)C1=CC=C(C=C1)O)C1CCC(CC1)C1=CC=C(C=C1)O